cyano-3-phenoxybenzyl cis-3-(2,2-dibromovinyl)-2,2-dimethylcyclopropanecarboxylate BrC(=C[C@H]1C([C@H]1C(=O)OC(C1=CC(=CC=C1)OC1=CC=CC=C1)C#N)(C)C)Br